O1COC2=C1C=CC(=C2)N(C(C2=CC(=CC=C2)N2N=C(C=1CN(CCC12)C(C(C)(C)C)=O)C(F)(F)F)=O)C N-(1,3-Benzodioxol-5-yl)-3-[5-(2,2-dimethylpropanoyl)-3-(trifluoromethyl)-6,7-dihydro-4H-pyrazolo[4,3-c]pyridin-1-yl]-N-methyl-benzamide